benzo-dithietane S1SC2=C1C=CC=C2